2-fluoro-4-(((3S,4R)-4-hydroxy-4-((S)-1-hydroxyethyl)pyrrolidin-3-yl)oxy)benzonitrile hydrochloride Cl.FC1=C(C#N)C=CC(=C1)O[C@H]1CNC[C@]1([C@H](C)O)O